N-(1-(2-(azetidin-1-yl)ethyl)-3-(5-chloro-2-methoxyphenyl)-1H-pyrazol-4-yl)pyrazolo[1,5-a]pyrimidine-3-carboxamide N1(CCC1)CCN1N=C(C(=C1)NC(=O)C=1C=NN2C1N=CC=C2)C2=C(C=CC(=C2)Cl)OC